ethyl [1,2,4]triazolo[4,3-a]pyridin-3-carbamate N=1N=C(N2C1C=CC=C2)NC(=O)OCC